4-[2-(6-methyl-pyridin-2-yl)-5,6-dihydro-4H-pyrrolo[1,2-b]pyrazol-3-yl]-quinoline-6-carboxamide CC1=CC=CC(=N1)C=1C(=C2N(N1)CCC2)C2=CC=NC1=CC=C(C=C21)C(=O)N